2-[4-fluoro-4-(9-fluoro-3,5-dihydro-2H-pyrido[3,4-f][1,4]oxazepine-4-carbonyl)-1-piperidyl]pyrimidine-5-carbonitrile FC1(CCN(CC1)C1=NC=C(C=N1)C#N)C(=O)N1CCOC2=C(C1)C=NC=C2F